FC1=C(C#N)C=C(C=C1)OC=1C(=C2C=CN(C2=CC1F)S(=O)(=O)C1=CC=C(C)C=C1)C(C#C[Si](C)(C)C)O 2-fluoro-5-((6-fluoro-4-(1-hydroxy-3-(trimethylsilyl)prop-2-yn-1-yl)-1-tosyl-1H-indol-5-yl)oxy)benzonitrile